isopropyl (3S)-1-[[4-[4-[3-[5-[[tert-butoxycarbonyl(methyl)amino]methyl]-6-methoxy-2-pyridyl]-2-chloro-phenyl]-3-chloro-2-pyridyl]-2-methoxy-phenyl]methyl]pyrrolidine-3-carboxylate C(C)(C)(C)OC(=O)N(C)CC=1C=CC(=NC1OC)C=1C(=C(C=CC1)C1=C(C(=NC=C1)C1=CC(=C(C=C1)CN1C[C@H](CC1)C(=O)OC(C)C)OC)Cl)Cl